C(C)CO[Si](OCC)(OC)OC ethyltrimethoxy(ethoxy)silane